N,N-dimethyl-(methacryloxyethyl)ammonium propanesulfonate C(CC)S(=O)(=O)[O-].C[NH+](C)CCOC(C(=C)C)=O